4-(5-Methanesulfonylaminocarbonyl-1,3-dioxo-1,3-dihydroisoindol-2-yl)biphenyl CS(=O)(=O)NC(=O)C=1C=C2C(N(C(C2=CC1)=O)C1=CC=C(C=C1)C1=CC=CC=C1)=O